[Pd].[Pd].C(C1=CC=CC=C1)C(C(C)=O)(CC1=CC=CC=C1)CC1=CC=CC=C1 tribenzylacetone dipalladium